C(CCC)O[Cr](=O)(=O)[O-] Butylchromat